(hexylthio)pyrimidine-4,6-diol C(CCCCC)SC1=NC(=CC(=N1)O)O